3-methyl-6-(trifluoromethyl)indolin-2-one CC1C(NC2=CC(=CC=C12)C(F)(F)F)=O